C1(CCCCC1)C[C@@H](C(=O)N[C@H](C(=O)N(C)OC)CCC(=O)N(CCC1=CC=CC=C1)C)NC(OCC1=CC(=CC=C1)Cl)=O 3-chlorobenzyl ((S)-3-cyclohexyl-1-(((S)-1-(methoxy(methyl)amino)-5-(methyl(phenethyl)amino)-1,5-dioxopentan-2-yl)amino)-1-oxopropan-2-yl)carbamate